1-(((6,7-Difluoro-2-(4'-fluoro-2'-(4-methyl-4H-1,2,4-triazol-3-yl)-[1,1'-biphenyl]-3-yl)benzo[d]oxazol-5-yl)methyl)amino)-2-methylpropan-2-ol FC1=C(C2=C(N=C(O2)C=2C=C(C=CC2)C2=C(C=C(C=C2)F)C2=NN=CN2C)C=C1CNCC(C)(O)C)F